FC1=C(C(=O)O)C=C(C(=C1)C)F 2,5-difluoro-4-methylbenzoic acid